4-((3-(isopentylcarbamoyl)phenyl)amino)-3-methyl-N-(tetrahydropyrimidin-2(1H)-ylidene)benzamide C(CC(C)C)NC(=O)C=1C=C(C=CC1)NC1=C(C=C(C(=O)N=C2NCCCN2)C=C1)C